C(CCC)[Sn](C1=CC(=CC(=C1)[N+](=O)[O-])C)(CCCC)CCCC tributyl-(3-methyl-5-nitrophenyl)stannane